[6-(3-cyclopropyl-1H-1,2,4-triazol-5-yl)-2-azaspiro[3.3]heptan-2-yl]-[6-[[3-(trifluoromethyl)-1H-pyrazol-5-yl]methyl]-2-azaspiro[3.3]heptan-2-yl]methanone C1(CC1)C1=NNC(=N1)C1CC2(CN(C2)C(=O)N2CC3(C2)CC(C3)CC3=CC(=NN3)C(F)(F)F)C1